3-[3-Methyl-2-oxo-4-[2-(4-piperidyloxy)ethyl]benzimidazol-1-yl]piperidine-2,6-dione CN1C(N(C2=C1C(=CC=C2)CCOC2CCNCC2)C2C(NC(CC2)=O)=O)=O